C1(C(=CC(C=C1)=O)CCN)=O benzoquinone-ethylamine